CC1(OC[C@@H](N1C(=O)OC(C)(C)C)C(C)(CCCC=C)C)C tert-butyl (S)-2,2-dimethyl-4-(2-methylhept-6-en-2-yl)oxazolidine-3-carboxylate